menthylketone C1(CC(C(CC1)C(C)C)C(=O)C1CC(CCC1C(C)C)C)C